5-Carbonyl-6-(6-(((1S,3S)-3-((7-(trifluoromethyl)-[1,2,4]triazolo[1,5-a]pyridin-2-yl)amino)cyclopentyl)amino)pyridin-3-yl)-6,7-dihydro-5H-pyrrolo[3,4-b]pyridine-3-carbonitrile C(=O)=C1N(CC2=NC=C(C=C21)C#N)C=2C=NC(=CC2)N[C@@H]2C[C@H](CC2)NC2=NN1C(C=C(C=C1)C(F)(F)F)=N2